1,3-Dimethyl-1,3-dimethoxy-1,3-bis-(4-aminobutyl)disiloxan C[Si](O[Si](CCCCN)(OC)C)(CCCCN)OC